7-Bromo-5-(trifluoromethyl)pyrrolo[2,1-f][1,2,4]triazin-4-amine BrC1=CC(=C2C(=NC=NN21)N)C(F)(F)F